(R)-3-((S)-3-(3-(aminomethyl-d2)phenyl)-1-(tert-butoxy)-1-oxopropan-2-yl)pyrrolidine-1-carboxylic acid tert-butyl ester C(C)(C)(C)OC(=O)N1C[C@H](CC1)[C@@H](C(=O)OC(C)(C)C)CC1=CC(=CC=C1)C([2H])([2H])N